2-(2-((5-(3-(aminomethyl)phenyl)-2-ethylbenzofuran-3-yl)methoxy)-4-methoxyphenyl)acetic acid NCC=1C=C(C=CC1)C=1C=CC2=C(C(=C(O2)CC)COC2=C(C=CC(=C2)OC)CC(=O)O)C1